Biphenyl-4-carboxylic acid (2-{4-[(2-chloro-phenyl)-methyl-amino]-piperidin-1-yl}-2-oxo-ethyl)-amide ClC1=C(C=CC=C1)N(C1CCN(CC1)C(CNC(=O)C1=CC=C(C=C1)C1=CC=CC=C1)=O)C